methyl 3-(3-bromo-4-methylthiophen-2-yl)-2-((diphenylmethylene)amino)-2-methylpropanoate BrC1=C(SC=C1C)CC(C(=O)OC)(C)N=C(C1=CC=CC=C1)C1=CC=CC=C1